ClC=1C(=NC(=NC1)NC=1C=NC=C(C1)N1C(CCC1)=O)C=1CN(CC1)C(=O)OC(C)(C)C tert-butyl 3-(5-chloro-2-((5-(2-oxopyrrolidin-1-yl)pyridin-3-yl)amino)pyrimidin-4-yl)-2,5-dihydro-1H-pyrrole-1-carboxylate